C1(CC1)C[C@H]1N(CCC(C1)C=1C(=CC2=C(N(C(=N2)C2=CC=C(C=C2)S(=O)(=O)C)C)C1)F)C1CCNCC1 6-(r-(cyclopropylmethyl)-[1,4'-bipiperidin]-4-yl)-5-fluoro-1-methyl-2-(4-(methylsulfonyl)phenyl)-1H-benzo[d]imidazole